C1=CC=CC=2C3=CC=CC=C3C(C12)COC(=O)N[C@H](CCCCNC(CCOCCOCCOCCOCCNC(OC(C)(C)C)=O)=O)C(=O)O (R)-26-(((9H-Fluoren-9-yl)methoxy)carbonylamino)-2,2-dimethyl-4,20-dioxo-3,8,11,14,17-pentaoxa-5,21-diazaheptacosan-27-oic Acid